ClC1=C(C=C(C=2OC(CC21)(C)C)OC(C(=O)N)C)Cl 2-((4,5-dichloro-2,2-dimethyl-2,3-dihydrobenzo[b]furan-7-yl)oxy)propanamide